C(C)OC1=CC=CC(=N1)C1=CC(=C(C(=C1)F)N1CCC(CC1)CC(=O)O)F 2-[1-[4-(6-ethoxy-2-pyridinyl)-2,6-difluoro-phenyl]-4-piperidinyl]acetic acid